OC(C)C1=CC=C(C2=C1N=C(O2)N2CC1N(C(C2)C1)C(=O)OC(C)(C)C)C=1SC=CN1 tert-Butyl 3-(4-(1-hydroxyethyl)-7-(thiazol-2-yl)benzo[d]oxazol-2-yl)-3,6-diazabicyclo[3.1.1]heptane-6-carboxylate